N(=C=O)CC(CC(CCN=C=O)(C)C)(C)C 1,6-diisocyanato-2,2,4,4-tetramethylhexane